C1(=C(C(=CC=C1)C)C)C(C(=O)N)=C xylylacrylamide